2,2,5,6-tetramethylcyclohexanecarboxylate CC1(C(C(C(CC1)C)C)C(=O)[O-])C